FC=1C=C(C=C2C=NNC12)C#CC1=NC(=NC=C1)C1=NC(=NC=C1)N1CC2=CC=C(C=C2C1)F 7-Fluoro-5-((2'-(5-fluoroisoindolin-2-yl)-[2,4'-bipyrimidin]-4-yl)ethynyl)-1H-indazole